ClC1=NC(=NC(=N1)NCC)NCC 6-chloro-2-N,4-N-diethyl-1,3,5-triazine-2,4-diamine